C(CCCCCCCCCCCCC)C(C(=O)NC(CC)S(=O)(=O)[O-])=C.[K+] potassium 2-tetradecylacrylamidopropanesulfonate